(R)-3-amino-3-(4-bromo-3-chloro-phenyl)-2-isopropyl-butan-1-ol NC([C@H](CO)C(C)C)(C)C1=CC(=C(C=C1)Br)Cl